ClC=1C=C2C(=CNC2=CC1)NC(=O)NC=1C=NN(C1)C1CCC(CC1)(F)F 1-(5-chloro-1H-indol-3-yl)-3-(1-(4,4-difluorocyclohexyl)-1H-pyrazol-4-yl)urea